(S)-1-(3-(4-chloro-2-methyl-2H-indazol-5-yl)-1H-pyrazolo[3,4-b]pyrazin-6-yl)-4'H,6'H-spiro[piperidin-4,5'-pyrrolo[1,2-b]pyrazol]-4'-amine ClC=1C2=CN(N=C2C=CC1C1=NNC2=NC(=CN=C21)N2CCC1([C@@H](C=3N(N=CC3)C1)N)CC2)C